(S)-3-(4-Chloro-3-fluorophenyl)-1-(8,9-difluoro-6-oxo-1,4,5,6-tetrahydro-2H-pyrano[3,4-c]isoquinolin-1-yl)-1-methylurea ClC1=C(C=C(C=C1)NC(N(C)[C@@H]1COCC=2NC(C=3C=C(C(=CC3C21)F)F)=O)=O)F